8-(7,7-difluoro-2-((2S,3R)-3-hydroxy-2-methylazetidin-1-yl)-6,7-dihydro-5H-cyclopenta[d]pyrimidin-4-yl)-3,4-dihydropyrido[2,3-f][1,4]oxazepin-5(2H)-one FC1(CCC2=C1N=C(N=C2C2=CC1=C(C(NCCO1)=O)N=C2)N2[C@H]([C@@H](C2)O)C)F